IN[C@@H](CC1=CC(I)=C(C(I)=C1)OC1=CC(I)=C(C(I)=C1)O)C(=O)O iodothyroxine